C(CCCCCCCCCCCCCCCCCCCC)Br heneicosyl bromide